C(N)(O[C@@H](C([2H])([2H])N1N=CN=N1)C1=C(C=CC(=C1)[2H])Cl)=O (R)-1-(2-chlorophenyl-5-d)-2-(2H-tetrazol-2-yl)ethyl-2,2-d2 carbamate